CC1=NOC(=C1C=1C=C2C=3CCCC(C3NC2=CC1)N[C@H](C)C1=CC=CC=C1)C 6-(3,5-dimethylisoxazol-4-yl)-N-((R)-1-phenylethyl)-2,3,4,9-tetrahydro-1H-carbazole-1-amine